5-[(5S)-3-bromo-4,5-dihydroisoxazol-5-yl]-2-(1-methylimidazol-4-yl)-N-[3-(trifluoromethyl)phenyl]aniline BrC1=NO[C@@H](C1)C=1C=CC(=C(NC2=CC(=CC=C2)C(F)(F)F)C1)C=1N=CN(C1)C